O1N=CC=C1C=1C=C2C=C(NC2=CC1OCC=1N=CSC1)CNC(=O)C1(CC1)C N-({5-(5-isoxazolyl)-6-[(1,3-thiazol-4-yl)methoxy]-2-indolyl}methyl)1-methylcyclopropanecarboxamide